CC1C2CCC(CN1)N2C(=O)[O-] 2-methyl-3,8-diazaBicyclo[3.2.1]octane-8-carboxylate